methyl 3-(9-((4-(((tert-butoxycarbonyl)amino)methyl)-2,6-dimethylphenyl)carbamoyl)-4,5-dihydrobenzo[b]thieno[2,3-d]oxepin-8-yl)-6-(2-azaspiro[4.4]nonane-2-carbonyl)picolinate C(C)(C)(C)OC(=O)NCC1=CC(=C(C(=C1)C)NC(=O)C1=CC2=C(OCCC3=C2SC=C3)C=C1C=1C(=NC(=CC1)C(=O)N1CC3(CC1)CCCC3)C(=O)OC)C